1-{3-[2-(Dimethylamino)-2-oxoethyl]-4-phenoxyphenyl}-3-phenyl-1,3,5-triazinan-2,4,6-trion CN(C(CC=1C=C(C=CC1OC1=CC=CC=C1)N1C(N(C(NC1=O)=O)C1=CC=CC=C1)=O)=O)C